2-(3-hydroxy-3-methylpropoxy)-4-methyl-[1,3,2]dioxasilinan-2-ylmethyl mercaptan OC(CCO[Si]1(OCCC(O1)C)CS)C